FC1=C(C=CC=C1)NC(=O)C=1C(CC(CC1O)C1=CC=C(C=C1)C(F)(F)F)=O N-(2-fluorophenyl)-5-hydroxy-3-oxo-4'-(trifluoromethyl)-1,2,3,6-tetrahydro-[1,1'-biphenyl]-4-carboxamide